[SnH3]CC(C)=O stannylacetone